FC(OC1=CC=C(C=C1C1=CC=CC=C1)C=1OC(=C(N1)C)C(=O)O)F 2-(6-(difluoromethoxy)-[1,1'-biphenyl]-3-yl)-4-methyloxazole-5-carboxylic acid